oleyl-aminoether C(CCCCCCC\C=C/CCCCCCCC)ON